C(C)OC(C[C@@H]1CC[C@H](CC1)N)=O trans-2-(4-aminocyclohexyl)acetic acid ethyl ester